(2R,7aS)-7a-(((tert-butyldiphenylsilyl)oxy)methyl-d2)-2-fluorohexahydro-1H-pyrrolizine [Si](C1=CC=CC=C1)(C1=CC=CC=C1)(C(C)(C)C)OC([C@]12CCCN2C[C@@H](C1)F)([2H])[2H]